ethyl-(E)-5-(3-ethoxy-3-oxoprop-1-en-1-yl)-1H-pyrrole C(C)N1C=CC=C1\C=C\C(=O)OCC